6,7-difluoro-[1,2,4]triazolo[4,3-a]quinazoline FC1=C2C=NC=3N(C2=CC=C1F)C=NN3